C(C)(C)(C)N(C(O)=O)[C@H]1[C@@H](C1)OC.CN(C)[SiH](N(C)C)N(C)C tris(dimethylamino)silane tert-butyl-((1R,2R)-2-methoxycyclopropyl)carbamate